7,7-dimethyl-1,4-dioxaspiro[4.5]decan-8-ol CC1(CC2(OCCO2)CCC1O)C